[Si](C)(C)(C(C)(C)C)OC(C(CCO)(F)F)C1=NC=C(C=C1)F 4-((tert-butyldimethylsilyl)oxy)-3,3-difluoro-4-(5-fluoropyridin-2-yl)butan-1-ol